[Si](C)(C)(C(C)(C)C)O[C@H](C(COC(CCC(=O)O)=O)(C)C)C(NCCC(NCCSSCCNC(CCNC([C@@H](C(COC(CCC(=O)O)=O)(C)C)O[Si](C)(C)C(C)(C)C)=O)=O)=O)=O (8R,27R)-8,27-bis((tert-butyldimethylsilyl)oxy)-7,7,28,28-tetramethyl-4,9,13,22,26,31-hexaoxo-5,30-dioxa-17,18-dithia-10,14,21,25-tetraazatetratriacontanedioic acid